NCC1=NNC(C2=CC=C(C=C12)C=1C=NC=C(C1C)C1CC1)=O 4-(aminomethyl)-6-(5-cyclopropyl-4-methylpyridin-3-yl)phthalazin-1(2H)-one